C(C)(C)(C)OC(N(CC(C)C=1OC(=NN1)C1=C(C=CC=C1)NC1=CC=C(C=C1)C(F)(F)F)C)=O tert-butylmethyl(2-(5-(2-((4-(trifluoromethyl)phenyl)amino)phenyl)-1,3,4-oxadiazol-2-yl)propyl)carbamate